C(C)NC=1C2=C(N=C(C1)NC1=CC(=C(C(=C1)OC)OC)OC)NC=C2C(F)(F)F N4-ethyl-3-(trifluoromethyl)-N6-(3,4,5-trimethoxyphenyl)-1H-pyrrolo[2,3-b]pyridine-4,6-diamine